C(=O)(O)CCC1=C2[N-]C(=C1C)C=C1C(=C(C(=N1)C=C1C(=C(C([N-]1)=CC=1C(=C(C(N1)=C2)CCC(=O)O)C)C)C=C)C)C=C.[Fe+2] iron(2+) 2,18-bis(2-carboxyethyl)-3,8,13,17-tetramethyl-7,12-divinylporphine-21,23-diide